(+/-)-1-[3-[4-(2-amino-6-methyl-pyrimidin-4-yl)-1,4-oxazepan-3-yl]-4-chlorophenyl]pyrrolidin-2-one NC1=NC(=CC(=N1)N1[C@@H](COCCC1)C=1C=C(C=CC1Cl)N1C(CCC1)=O)C |r|